C1(=CCCC1)C1=C2CC(CC2=CC=C1)NC(=O)C1=CC=NC=2N1N=CC2C(=O)N N7-[4-(cyclopenten-1-yl)indan-2-yl]pyrazolo[1,5-a]pyrimidine-3,7-dicarboxamide